(R)-1-(1,2,3,4-Tetrahydroquinolin-2-yl)ethan-1-one N1[C@H](CCC2=CC=CC=C12)C(C)=O